(1-((ethyl-methyl-amino)-methyl)-cyclopropyl)-methanol C(C)N(C)CC1(CC1)CO